N-([1,2,4]triazolo[4,3-a]pyridin-6-yl)-2-(4-((1-(2,2-difluorocyclopropyl)ethyl)amino)-3-isopropyl-6-oxopyridazin-1(6H)-yl)acetamide N=1N=CN2C1C=CC(=C2)NC(CN2N=C(C(=CC2=O)NC(C)C2C(C2)(F)F)C(C)C)=O